COC([C@@H](CC(CC)(F)F)NC(=O)OC(C)(C)C)=O (R)-2-((tert-Butoxycarbonyl)amino)-4,4-difluorohexanoic acid methyl ester